The molecule is a polyunsaturated fatty acid anion that is the conjugate base of 14(S)-HPDHE, obtained by deprotonation of the carboxy group; major species at pH 7.3. It derives from a (4Z,7Z,10Z,13Z,16Z,19Z)-docosahexaenoate. It is a conjugate base of a 14(S)-HPDHE. CC/C=C\\C/C=C\\C[C@@H](/C=C/C=C\\C/C=C\\C/C=C\\CCC(=O)[O-])OO